C(C1=CC=CC=C1)OCC(C1=CC(=NC=C1)OC(F)F)NC(NC12CCC(CC1)(CC2)F)=O 3-[2-(benzyloxy)-1-[2-(difluoromethoxy)pyridin-4-yl]ethyl]-1-{4-fluorobicyclo[2.2.2]oct-1-yl}urea